C(#N)C=1C=C(C(=O)O)C=CC1C#N 3,4-dicyano-benzoic acid